C1(CC1)CN1C(=CC=C1C1=NC=CC=C1)C1=NC2=C(N1C)C=CC=C2 2-[1-(Cyclopropylmethyl)-5-(pyridin-2-yl)-1H-pyrrol-2-yl]-1-methyl-1H-1,3-benzodiazole